1-isopropyl-3-(isoquinolin-4-yl)-6-(trifluoromethyl)quinazoline-2,4(1H,3H)-dione C(C)(C)N1C(N(C(C2=CC(=CC=C12)C(F)(F)F)=O)C1=CN=CC2=CC=CC=C12)=O